N1(N=CC=C1)C1=CC=C(C=N1)OC1=CC=C(C=C1)C(C)(C)C1=CC=C(OC2CC(C2)N)C=C1 (1s,3s)-3-(4-(2-(4-((6-(1H-pyrazol-1-yl)pyridin-3-yl)oxy)phenyl)propane-2-yl)phenoxy)cyclobutylamine